C(C)(C)N1N=CC(=C1)C=1C=CC2=C(N=C(O2)C2=CC(=NC=C2)C=O)C1 (4-(5-(1-isopropyl-1H-pyrazol-4-yl)benzo[d]oxazol-2-yl)pyridin-2-yl)methanone